ammonium ferric hydroxide phosphate P(=O)([O-])([O-])[O-].[OH-].[Fe+3].[NH4+]